C1(CCCCC1)COC1=CC=2N(C=C1)C(=CN2)C2=CC(=C(C(=O)NC1CC1)C(=C2)OC)OC(F)F 4-[7-(cyclohexylmethoxy)imidazo[1,2-a]pyridin-3-yl]-N-cyclopropyl-2-(difluoromethoxy)-6-methoxy-benzamide